C(#N)C=1C2=C(N=NC1SC1=CC=C(C=C1)NC(C)=O)CCC2 N-{4-[(4-cyano-6,7-dihydro-5H-cyclopenta[c]pyridazin-3-yl)sulfanyl]phenyl}acetamide